5-fluoro-7H-pyrrolo[2,3-D]pyrimidin-4-amine FC1=CNC=2N=CN=C(C21)N